N-(4-Phenylpyrrolidin-3-yl)isoquinoline-5-carboxamide C1(=CC=CC=C1)C1C(CNC1)NC(=O)C=1C=2C=CN=CC2C=CC1